F[C@@H]1[C@@H](C1)C(=O)NC1=CC=C2C(=N1)NC=C2C=2C=C1C(=NC2OC)SC=N1 (1S,2S)-2-fluoro-N-(3-[5-methoxy-[1,3]thiazolo[5,4-b]pyridin-6-yl]-1H-pyrrolo[2,3-b]pyridin-6-yl)cyclopropane-1-carboxamide